2-Amino-7-fluoro-4-(5-fluoro-3-((2S,3S)-2-methyl-3-(piperidin-1-yl)pyrrolidin-1-yl)-7,9-dihydrofuro[3,4-f]quinazolin-6-yl)thieno[3,2-c]pyridine-3-carbonitrile NC1=C(C=2C(=NC=C(C2S1)F)C=1C2=C(C=3C=NC(=NC3C1F)N1[C@H]([C@H](CC1)N1CCCCC1)C)COC2)C#N